COC1=C(C=CC(=C1)OC)CN(C1=NC(=C(C2=C1N=C(N2CC2=C(C=C(C=C2)OC)OC)COCC)I)C)CC2=C(C=C(C=C2)OC)OC N,N,1-tris[(2,4-dimethoxyphenyl)methyl]-2-(ethoxymethyl)-7-iodo-6-methyl-imidazo[4,5-c]pyridin-4-amine